(2R,8S)-8-((tert-Butyldiphenylsilyl)oxy)-2-hydroxy-2-(trifluoromethyl)nonanoic acid ethyl ester C(C)OC([C@](CCCCC[C@H](C)O[Si](C1=CC=CC=C1)(C1=CC=CC=C1)C(C)(C)C)(C(F)(F)F)O)=O